1-methyl-3-(4-chlorophenyl)quinoxalin-2(1H)-one CN1C(C(=NC2=CC=CC=C12)C1=CC=C(C=C1)Cl)=O